N-(4-bromo-2,6-dimethylphenyl)-3,3-bis(methyl-d3)butanamide BrC1=CC(=C(C(=C1)C)NC(CC(C)(C([2H])([2H])[2H])C([2H])([2H])[2H])=O)C